OCC1=CC=C(C=C1)C#CC1=C2C(N(C(=NC2=CC=C1)C)C1C(NC(CC1)=O)=O)=O 3-(5-((4-(hydroxymethyl)phenyl)ethynyl)-2-methyl-4-oxoquinazolin-3(4H)-yl)piperidine-2,6-dione